2-((3-fluoro-6-methoxy-5-(2-(1-(methylsulfonyl)piperidin-4-yl)ethyl)pyridin-2-yl)methyl)isoindoline FC=1C(=NC(=C(C1)CCC1CCN(CC1)S(=O)(=O)C)OC)CN1CC2=CC=CC=C2C1